Cl.FC1=CC=C(C=C1)NN (4-fluorophenyl)hydrazine hydrochloride